CONC([O-])=O methoxy-carbamate